OC12C(C=3C=CSC3N=C2N(CC1)C=1C=NC=CC1)=O 9-hydroxy-12-(pyridine-3-yl)-4-thia-2,12-diazatricyclo[7.3.0.03,7]dodeca-1,3(7),5-trien-8-one